2-imidazo[1,2-a]pyridin-7-yloxy-N,N-dimethyl-ethanamine N=1C=CN2C1C=C(C=C2)OCCN(C)C